4-methyl-6-oxo-5,6-dihydro-11H-dipyrido[3,2-b:2',3'-e][1,4]diazepine CC1=CC=NC2=C1NC(C1=C(N2)N=CC=C1)=O